2,6-diethyl-4-methylbenzofuran C(C)C=1OC2=C(C1)C(=CC(=C2)CC)C